N-(4-toluenesulfonyl)trifluoroacetamide CC1=CC=C(C=C1)S(=O)(=O)NC(C(F)(F)F)=O